Dihydro-2H-pyran-2,6(3H)-dion O1C(CCCC1=O)=O